CCC(=O)C1=C2NC=NC2=NC=N1 6-methylacetylpurine